1-(4-(((2s,4r)-2-methyl-1-propionyl-1,2,3,4-tetrahydroquinolin-4-yl)amino)benzoyl)azetidine-3-carboxylic acid methyl ester COC(=O)C1CN(C1)C(C1=CC=C(C=C1)N[C@@H]1C[C@@H](N(C2=CC=CC=C12)C(CC)=O)C)=O